(R)-N'-((1,2,3,5,6,7-hexahydro-s-indacen-4-yl)carbamoyl)-(4-2-hydroxypropan-2-yl)-5-phenylthiophene-2-sulfonimidamide C1CCC2=C(C=3CCCC3C=C12)NC(=O)N=[S@](=O)(N)C=1SC(=C(C1)C(C)(C)O)C1=CC=CC=C1